6-(5,6-dimethyl-2-((tetrahydrofuran-3-yl)amino)pyrimidin-4-yl)-N-(1-methyl-1H-pyrazol-5-yl)-5,6,7,8-tetrahydro-1,6-naphthyridin-3-amine CC=1C(=NC(=NC1C)NC1COCC1)N1CC=2C=C(C=NC2CC1)NC1=CC=NN1C